4-(6-chloro-8-fluoro-7-(2-fluorophenyl)quinazolin-4-yl)piperazine-1-carboxylic acid tert-butyl ester C(C)(C)(C)OC(=O)N1CCN(CC1)C1=NC=NC2=C(C(=C(C=C12)Cl)C1=C(C=CC=C1)F)F